CNS(=O)(=O)C1=CC=C(C=C1)CC(=O)O 2-(4-(N-methylsulfamoyl)phenyl)acetic acid